ClC1=NC=C2N(C(N(C2=N1)C1CCC2(CC2)CC1)=O)C 2-chloro-7-methyl-9-(spiro[2.5]octane-6-yl)-7,9-dihydro-8H-purin-8-one